N-ethyl-N-((2-(4-(trifluoromethyl)phenyl)imidazo[1,2-a]pyridin-3-yl)methyl)ethanamine C(C)N(CC)CC1=C(N=C2N1C=CC=C2)C2=CC=C(C=C2)C(F)(F)F